2-Phenyl-3-(phenylamino)imidazo[1,2-a]pyridine-6-carboxylic acid C1(=CC=CC=C1)C=1N=C2N(C=C(C=C2)C(=O)O)C1NC1=CC=CC=C1